(5-(difluoromethoxy)-1H-pyrazol-3-yl)ammonia FC(OC1=CC(=NN1)N)F